CC1=CN=C2N(N=C(C(=C2C)C)N2CC=3C=C(C=NC3CC2)C=2C=NC(=CC2)C)C1=O 3,8,9-trimethyl-7-(3-(6-methylpyridin-3-yl)-7,8-dihydro-1,6-naphthyridin-6(5H)-yl)-4H-pyrimido[1,2-b]pyridazin-4-one